1,9-BIS(METHYLTHIO)NONANE CSCCCCCCCCCSC